4-(4-(2,5-Diazabicyclo[2.2.2]octan-2-yl)-8-fluoro-2-(((2S,7aR)-2-fluorotetrahydro-1H-pyrrolizin-7a(5H)-yl-2-d)methoxy-d2)pyrido[4,3-d]pyrimidin-7-yl)-5-ethyl-6-fluoronaphthalen-2-ol C12N(CC(NC1)CC2)C=2C1=C(N=C(N2)OC([2H])([2H])[C@@]23CCCN3C[C@@](C2)([2H])F)C(=C(N=C1)C1=CC(=CC2=CC=C(C(=C12)CC)F)O)F